BrC1=CC=CC(=N1)NC(=O)C1N(CC(C1)F)C(CN1N=C(C2=CC(=CC=C12)C=1C=NC(=NC1)C)C(C)=O)=S 1-{2-[3-Acetyl-5-(2-methyl-pyrimidin-5-yl)-indazol-1-yl]-thioacetyl}-4-fluoro-pyrrolidine-2-carboxylic acid (6-bromo-pyridin-2-yl)-amide